Cl.C(=C)NCCC[Si](OCCCNCC1=CC=CC=C1)(OC)OC N-vinylbenzylaminoethyl-gamma-aminopropyl-trimethoxysilane hydrochloride